benzyl 8-(3-t-butoxycarbonyl-3-azaspiro[5.5]undec-9-en-9-yl)-2,3-dihydro-1,4-benzoxazine-4-carboxylate C(C)(C)(C)OC(=O)N1CCC2(CC1)CCC(=CC2)C2=CC=CC=1N(CCOC12)C(=O)OCC1=CC=CC=C1